ClC1=CC=C2C(=CNC2=C1C=1N=CSC1)S(=O)(=O)Cl 6-chloro-7-(thiazol-4-yl)-1H-indole-3-sulfonyl chloride